1-[2-[[4-(6-bromo-1H-indazol-4-yl)triazol-1-yl]methyl]imidazo[1,2-a]pyridin-6-yl]-N-(cyclobutylmethyl)methylamine BrC1=CC(=C2C=NNC2=C1)C=1N=NN(C1)CC=1N=C2N(C=C(C=C2)CNCC2CCC2)C1